N-[[(1S,3R)-3-[[5-[3-(3,3-difluoroazetidin-1-yl)-6-oxo-pyridazin-1-yl]-2-pyridyl]amino]cyclopentyl]methyl]-3-methyl-isoxazole-5-carboxamide FC1(CN(C1)C1=NN(C(C=C1)=O)C=1C=CC(=NC1)N[C@H]1C[C@H](CC1)CNC(=O)C1=CC(=NO1)C)F